N1C[C@H](OCC1)COC=1C=NC(=NC1)C=1C=C(CN2N=C(C=CC2=O)C=2C=C(C#N)C=CC2)C=CC1 (S)-3-(1-(3-(5-(morpholin-2-ylmethoxy)pyrimidin-2-yl)benzyl)-6-oxo-1,6-dihydropyridazin-3-yl)Benzonitrile